COC1=NC=C(C(=N1)OC)C=1C=C(C=2N(N1)C(=CN2)F)[C@@H]2[C@H](C2)C2=C(C1=C(C=N2)C=NN1CC(F)(F)F)F 6-((1S,2S)-2-(6-(2,4-dimethoxypyrimidin-5-yl)-3-fluoroimidazo[1,2-b]pyridazin-8-yl)cyclopropyl)-7-fluoro-1-(2,2,2-trifluoroethyl)-1H-pyrazolo[4,3-c]pyridine